(S)-tert-Butyl (1-(4-(1-naphthoyl)piperazin-1-yl)-6-acrylamido-1-oxohexan-2-yl)carbamate C1(=CC=CC2=CC=CC=C12)C(=O)N1CCN(CC1)C([C@H](CCCCNC(C=C)=O)NC(OC(C)(C)C)=O)=O